FC=1C(=C2CN(C(C2=CC1F)=O)C1C(NC(CC1)=O)=O)C1CCNCC1 3-(5,6-difluoro-1-oxo-4-(piperidin-4-yl)isoindolin-2-yl)piperidine-2,6-dione